3-(5-methyl-1,3-thiazol-2-yl)-5-[(2S)-morpholin-2-ylmethoxy]-N-{(1R)-1-[2-(trifluoromethyl)pyrimidin-5-yl]ethyl}benzamide CC1=CN=C(S1)C=1C=C(C(=O)N[C@H](C)C=2C=NC(=NC2)C(F)(F)F)C=C(C1)OC[C@@H]1CNCCO1